2-(1-(3-bromo-1H-pyrazolo[3,4-d]pyrimidin-4-yl)piperidin-4-yl)-2-(4-chlorophenyl)-N,N-dimethylethan-1-amine BrC1=NNC2=NC=NC(=C21)N2CCC(CC2)C(CN(C)C)C2=CC=C(C=C2)Cl